(R)-N-(2-fluoro-5-methyl-4-(N-(1-(piperidin-4-yl)ethyl)sulfamoyl)phenyl)-2-methylbenzamide hydrochloride Cl.FC1=C(C=C(C(=C1)S(N[C@H](C)C1CCNCC1)(=O)=O)C)NC(C1=C(C=CC=C1)C)=O